(3-(4-bromophenoxy) phenyl)-cyanomethyl 4-(difluoromethoxy)-α-(1-methylethyl)benzeneacetate FC(OC1=CC=C(C=C1)C(C(=O)OC(C#N)C1=CC(=CC=C1)OC1=CC=C(C=C1)Br)C(C)C)F